C1(=CC=CC=C1)C(=NC1=CC(=CC=2OCOC21)OC2=CC=C(C=C2)C(F)(F)F)C2=CC=CC=C2 1,1-Diphenyl-N-(6-(4-(trifluoro-methyl)phenoxy)benzo[d][1,3]-dioxol-4-yl)methanimine